3-fluoro-4-(3-hydroxypropyl)benzamide hydrochloride Cl.FC=1C=C(C(=O)N)C=CC1CCCO